C1(=CC=CC=C1)C(=O)OCC1CCC(CC1)COCC(=O)OC(C)(C)C tert-butyl 2-(((1r,4r)-4-((phenylcarbonyloxy)methyl)cyclohexyl)methoxy)acetate